BrC(C(=O)OC(C)(C)C)C1=C2C(=NN(C2=CC=C1)C(C)C)C tert-butyl 2-bromo-2-(1-isopropyl-3-methyl-1H-indazol-4-yl)acetate